1-tert-butyl 5-ethyl 2-(4-bromo-3-fluorophenyl)-2-cyanopentanedioate BrC1=C(C=C(C=C1)C(C(=O)OC(C)(C)C)(CCC(=O)OCC)C#N)F